C(N)(=O)C1=C2C=3C=CC(=CC3NC2=CC=C1)C 5-carbamoyl-2-methylcarbazol